CS(=O)(=O)[O-].C(C)[NH+](C)CC Diethylmethylammonium MethaneSulfonate